(2S,3R)-2,3-Difluoro-N-(2-(piperidin-1-yl)-4-(4-(trifluoromethyl)phenethyl)phenyl)octanamid F[C@@H](C(=O)NC1=C(C=C(C=C1)CCC1=CC=C(C=C1)C(F)(F)F)N1CCCCC1)[C@@H](CCCCC)F